NC1=CC(=C2CC(N(CCCCC(C3=NN=C(C1=N2)O3)(C(F)(F)F)O)C(C)C)=O)C(F)(F)F 17-amino-6-hydroxy-11-isopropyl-6,15-bis(trifluoromethyl)-19-oxa-3,4,11,18-tetrazatricyclo[12.3.1.12,5]nonadeca-1(18),2,4,14,16-pentaen-12-one